methyl 1-(1-(difluoromethyl) cyclopropyl)-4-((2-(dimethylamino) ethyl) amino)-6-oxo-1,6-dihydropyridine-3-carboxylate FC(C1(CC1)N1C=C(C(=CC1=O)NCCN(C)C)C(=O)OC)F